F[C@H]1CN(C[C@H]1F)C1=NC(=CC(=N1)C(=O)NN)C 2-((3S,4R)-3,4-Difluoropyrrolidin-1-yl)-6-methylpyrimidine-4-carbohydrazide